C(C1=CC=CC=C1)OC[C@@H](CO[Si](C)(C)C(C)(C)C)F (S)-(3-(benzyloxy)-2-fluoro-propoxy)(tert-butyl)dimethylsilane